[C-]1(C=CC=C1)C1=C(C=CC=C1)\C=C\C(=O)C1=CC=CC=C1.[CH-]1C=CC=C1.[Fe+2] ferrocenyl-chalcone